N1(CC1)C1=C(O)C=C(C(=C1)O)N1CC1 2,5-Bis(1-aziridinyl)hydroquinone